6-fluoro-2-methylfuro[2,3-c]quinolin-4(5H)-one FC1=CC=CC=2C3=C(C(NC12)=O)OC(=C3)C